C(C)(C)(C)OC(CN1CCN(CC1)CC(=O)O)=O 2-(4-(2-(tert-butoxy)-2-oxoethyl)piperazin-1-yl)acetic acid